BrC1=C(C(=CC=C1)Cl)C1=CC=2NC(N(C(C2S1)=O)C1=CN=CC2=CC=CC=C12)=O 6-(2-bromo-6-chloro-phenyl)-3-(4-isoquinolinyl)-1H-thieno[3,2-d]pyrimidine-2,4-dione